3,6-dimethoxypyridineformaldehyde COC=1C(=NC(=CC1)OC)C=O